arginine (methyl decanoate) CC(C(=O)O)CCCCCCCC.N[C@@H](CCCNC(N)=N)C(=O)O